FC=1C=C(C=CC1)S(=O)(=NCC=1N=C2N(C=C(C=C2)C2=NOC(=N2)C(F)(F)F)C1)C (3-fluorophenyl)(methyl)(((6-(5-(trifluoromethyl)-1,2,4-oxadiazol-3-yl)imidazo[1,2-a]pyridin-2-yl)methyl)imino)-λ6-sulfanone